NCC1CC2(C1)OC(N(C2)[C@@H](C)C=2C=CC=C1C(=C(NC21)C(=O)O)C=2C=NNC2)=O 7-((S)-1-((2S,4r)-2-(amino-methyl)-6-oxo-5-oxa-7-azaspiro[3.4]octan-7-yl)ethyl)-3-(1H-pyrazol-4-yl)-1H-indole-2-carboxylic acid